2-amino-5-butyl-1,4-naphthoquinone NC=1C(C2=CC=CC(=C2C(C1)=O)CCCC)=O